ClC1=C(C(=CC=C1)Cl)C=CC(=O)C1=CC=C(C=C1)C 3-(2,6-dichlorophenyl)-1-(4-methylphenyl)prop-2-en-1-one